C(C)C=1C(=C2C(=NC1C1=CC=CC=C1)CCC2)N=C=O 3-ethyl-4-isocyanato-2-phenyl-6,7-dihydro-5H-cyclopenta[b]pyridine